C([C@H](O)C(C)(C)CO)(=O)[O-] R-pantoate